rac-N-(6-Amino-5-cyclopropyl-3-pyridyl)-2-[(2S,5S)-2-(1,3-benzothiazol-5-yl)-4-methoxy-5-methyl-1-piperidyl]-2-oxo-acetamide NC1=C(C=C(C=N1)NC(C(=O)N1[C@@H](C[C@H]([C@H](C1)C)OC)C=1C=CC2=C(N=CS2)C1)=O)C1CC1 |&1:14|